NC1CN(C1)C1=CC=C(C=N1)[C@H]1C[C@@H]2N([C@@H](CN(C2)C2=C3C=CC=NC3=C(C=C2)C#N)C)CC1 5-[(4R,8R,9aS)-8-[6-(3-aminoazetidin-1-yl)-3-pyridinyl]-4-methyl-1,3,4,6,7,8,9,9a-octahydropyrido[1,2-a]pyrazin-2-yl]quinoline-8-carbonitrile